Triazin-2-yl-hydroxylamine N1N(N=CC=C1)NO